BrC=1C=C(C=CC1)[C@@H](CN[C@@H]([C@H]1CNC2=C(N1)N=CC=C2)C2=CC=CC=C2)C (S)-2-(3-bromophenyl)-N-((R)-phenyl((R)-1,2,3,4-tetrahydropyrido[2,3-b]pyrazin-3-yl)methyl)propan-1-amine